4-hydrazino-5-methylpyrimidin-2(1H)-one N(N)C1=NC(NC=C1C)=O